CC(CN1N=CC(=C1)C1=NC(=NC=C1C(F)(F)F)NC1CCN(CC1)S(=O)(=O)C1CCC(CC1)N1CCCC1)(C)O 2-Methyl-1-(4-(2-((1-((4-(pyrrolidin-1-yl)cyclohexyl)sulfonyl)piperidin-4-yl)amino)-5-(trifluoromethyl)pyrimidin-4-yl)-1H-pyrazol-1-yl)propan-2-ol